3-(3,4-Dimethoxyphenyl)-1-(2,4,6-trihydroxyphenyl)prop-2-en-1-one COC=1C=C(C=CC1OC)C=CC(=O)C1=C(C=C(C=C1O)O)O